(2r,3s,5r)-2-((((1s,3s,6r)-6-(5-fluoropyrimidin-2-yl)bicyclo[4.1.0]hept-3-yl)oxy)methyl)-5-methyl-3-(methylsulfonyl)pyrrolidine-1-carboxylic acid 1,1-difluoropropan-2-yl ester FC(C(C)OC(=O)N1[C@@H]([C@H](C[C@H]1C)S(=O)(=O)C)CO[C@@H]1C[C@@H]2C[C@@]2(CC1)C1=NC=C(C=N1)F)F